N-(3-methylbicyclo[1.1.1]pentan-1-yl)-2-oxo-2-((4R,5S)-3,3,7,7-tetrafluoro-4-hydroxy-1-azaspiro[4.4]nonan-1-yl)acetamide CC12CC(C1)(C2)NC(C(N2CC([C@@H]([C@]21CC(CC1)(F)F)O)(F)F)=O)=O